1-sulfobutyl-2-methyl-3-hexadecylimidazolium hydrogensulfate S(=O)(=O)(O)[O-].S(=O)(=O)(O)C(CCC)C=1[N+](=C(NC1)C)CCCCCCCCCCCCCCCC